C1(CC1)C[C@@H](CC(=O)NC[C@H](CC1=CC=C(C=C1)O)N(C)C)C1=CC=NC=C1 (S)-4-cyclopropyl-N-((S)-2-(dimethylamino)-3-(4-hydroxyphenyl)propyl)-3-(pyridin-4-yl)butanamide